N1=NC(=CC2=C1C1=C(CCC2)C=CC=C1)N1N=C(N=C1N)NC=1C=NC(=CC1)\C=C\CN1CCC(CC1)N1CCN(CC1)C 1-(6,7-dihydro-5H-benzo[6,7]cyclohepta[1,2-c]pyridazin-3-yl)-N3-(6-(3-(4-(N-methylpiperazin-4-yl)piperidin-1-yl)-(E)-propenyl)pyridin-3-yl)-1H-1,2,4-triazole-3,5-diamine